4-aminomethyl-phenylacetic acid NCC1=CC=C(C=C1)CC(=O)O